O[C@@H]1CC[C@H](CC1)C(C)(C)[C@@H]1CC[C@H](CC1)O trans-trans-2,2-bis(4-hydroxycyclohexyl)propane